7-[(but-3-yn-1-yl)oxy]thieno[3,2-b]pyridine C(CC#C)OC1=C2C(=NC=C1)C=CS2